C(C)(C)(C)OC(=O)N1[C@@H](CCC1)C=C(C(=O)OC)NC(=O)OCC1=CC=CC=C1 (S)-2-(2-(((benzyloxy)carbonyl)amino)-3-methoxy-3-oxoprop-1-en-1-yl)pyrrolidine-1-carboxylic acid tert-butyl Ester